C(C=C)(=O)[Ni]=O.[Ni] nickel alloyl-nickel oxide